C1(=CC=CC=C1)C1CCCCC1 cis-4-phenylcyclohexane